N1=CC=CC2=CC=CC(=C12)NS(=O)(=O)N1CCCCC1 N-(quinolin-8-yl)piperidine-1-sulfonamide